methyl (S)-2-(2,6-difluoro-4-((R)-3-(trifluoromethyl)morpholino) benzamido)-3-(8-(1,6-dimethyl-2-oxo-4-(trifluoromethyl)-1,2-dihydropyridin-3-yl)imidazo[1,2-a]pyridin-5-yl)propanoate FC1=C(C(=O)N[C@H](C(=O)OC)CC2=CC=C(C=3N2C=CN3)C=3C(N(C(=CC3C(F)(F)F)C)C)=O)C(=CC(=C1)N1[C@H](COCC1)C(F)(F)F)F